FC1=C(C=C2C(=CC(C2=C1)(C)C)C1=C(C=C(C=C1)OCCCS(=O)(=O)C)C(F)(F)F)C(=O)OCC ethyl 6-fluoro-1,1-dimethyl-3-(4-(3-(methylsulfonyl) propoxy)-2-(trifluoromethyl) phenyl)-1H-indene-5-carboxylate